N1(CCCCC1)NC(=O)C=1N=C(N(C1C)C1=CC=C(C=C1)C#CCCC#N)C1=C(C=C(C=C1)Cl)Cl 1-[4-(4-Cyano-but-1-ynyl)-phenyl]-2-(2,4-dichloro-phenyl)-5-methyl-1H-imidazole-4-carboxylic acid piperidin-1-ylamide